4-(2-chloro-4-(1-cyclopropoxy-1-(pyridin-3-yl)-2-((tetrahydro-2H-pyran-2-yl)oxy)ethyl)quinazolin-6-yl)-6-Methyl-1-tosyl-1,6-dihydro-7H-pyrrolo[2,3-c]pyridin-7-one ClC1=NC2=CC=C(C=C2C(=N1)C(COC1OCCCC1)(C=1C=NC=CC1)OC1CC1)C=1C2=C(C(N(C1)C)=O)N(C=C2)S(=O)(=O)C2=CC=C(C)C=C2